OC1=CC=C(C=C1)C1=NN=C(S1)CNC(=O)C=1N=NN(C1)C N-[[5-(4-hydroxyphenyl)-1,3,4-thiadiazol-2-yl]methyl]-1-methyl-triazole-4-carboxamide